4-(furo[3,2-c]pyridin-4-yl)-N-[1-(pyrimidin-2-yl)piperidin-4-yl]benzamide tetraethyl-(((4-cyano-1,2-phenylene)bis(oxy))bis(undecane-11,1-diyl))bis(phosphonate) C(C)OP(OCC)(=O)CCCCCCCCCCCOC1=C(C=C(C=C1)C#N)OCCCCCCCCCCCP(OCC)(OCC)=O.O1C=CC=2C(=NC=CC21)C2=CC=C(C(=O)NC1CCN(CC1)C1=NC=CC=N1)C=C2